FC1=CC=C(C=C1)CON1N=C(C=C1)C1CCN(CC1)CC1=NC2=C(N1C[C@H]1OCC1)C=C(C=C2)C(=O)OC methyl 2-[(4-{1-[(4-fluorophenyl)methoxy]-1H-pyrazol-3-yl}piperidin-1-yl)methyl]-1-{[(2S)-oxetan-2-yl]methyl}-1H-benzimidazole-6-carboxylate